CN(C(=O)N)CCCCCCCCCC N-methyl-N-decylurea